3,4-dichloro-cinnamic acid ClC=1C=C(C=CC(=O)O)C=CC1Cl